ClC1=NC=2N(C(=C1)NCC1=C(C=C(C=C1)C1=NC=CC=C1)F)N=CC2C2CC2 5-chloro-3-cyclopropyl-N-(2-fluoro-4-(pyridin-2-yl)benzyl)pyrazolo[1,5-a]pyrimidin-7-amine